2,3-dimethyl-imidazole-4-carboxylic acid CC1=NC=C(N1C)C(=O)O